C(CC)C(C(=O)OC[C@H]1O[C@@]([C@@H]([C@@H]1O)O)(C#N)C1=CC=C2C(=NC=NN21)N)CCC ((2R,3S,4R,5R)-5-(4-aminopyrrolo[2,1-f][1,2,4]triazin-7-yl)-5-cyano-3,4-dihydroxytetrahydrofuran-2-yl)methyl 2-propylpentanoate